C[C@@H]1O[C@@H](CN(C1)C1=CC=CC(=N1)/C=C/C1=CC(=NC=C1)CN)C (4-((E)-2-(6-((2S,6R)-2,6-dimethylmorpholino)pyridin-2-yl)vinyl)pyridin-2-yl)methanamine